2-(6-{5-chloro-2-[(oxan-4-yl)amino]pyrimidin-4-yl}-1-oxo-2,3-dihydro-1H-isoindol-2-yl)-N-(5-cyano-2,3-dihydro-1H-inden-1-yl)acetamide ClC=1C(=NC(=NC1)NC1CCOCC1)C1=CC=C2CN(C(C2=C1)=O)CC(=O)NC1CCC2=CC(=CC=C12)C#N